O=CCN1C[C@@H](CC1)C(=O)[O-] (R)-1-(2-oxoethyl)pyrrolidine-3-carboxylate